C(C)N(CCN)C N1-ethyl-N1-methylethane-1,2-diamine